BrC=1C=C(C=CC1)C1(CC1)NC(C[C@](C)(O)C1=C(C=C(C=C1)F)F)=O (S)-N-(1-(3-bromophenyl)cyclopropyl)-3-(2,4-difluorophenyl)-3-hydroxybutanamide